bismeglumine 2-{[3,5-bis(trifluoromethyl)phenyl]carbamoyl}-4-chlorophenyl-dihydrogenphosphate tert-butyl-5-hydroxyphenylpropionate C(C)(C)(C)C(C(=O)O)(C)C1=CC=CC(=C1)O.FC(C=1C=C(C=C(C1)C(F)(F)F)NC(=O)C1=C(C=CC(=C1)Cl)OP(=O)(O)O)(F)F.N(C)C[C@H](O)[C@@H](O)[C@H](O)[C@H](O)CO.N(C)C[C@H](O)[C@@H](O)[C@H](O)[C@H](O)CO